[O-]CCC.C(C=C)(=O)OOC1=C(C=CC=C1)CCCCCCCCC nonylphenoxy acrylate propoxide